(4-methylpiperazin-1-yl)-1H-indazol-6-amine CN1CCN(CC1)N1N=CC2=CC=C(C=C12)N